N[C@@H]1C2=CC=CC=C2CC12CCN(CC2)C=2N=CC(=NC2)SC=2C(=C(C(=CC2)O)P(C)(C)=O)Cl (S)-(3-((5-(1-amino-1,3-dihydrospiro[indene-2,4'-piperidin]-1'-yl)pyrazin-2-yl)thio)-2-chloro-6-hydroxyphenyl)dimethylphosphine oxide